hexa(4-bromophenyl)-benzene BrC1=CC=C(C=C1)C1=C(C(=C(C(=C1C1=CC=C(C=C1)Br)C1=CC=C(C=C1)Br)C1=CC=C(C=C1)Br)C1=CC=C(C=C1)Br)C1=CC=C(C=C1)Br